(E)-1-(4-(4-((4-([1,2,4]triazolo[1,5-a]pyridin-7-yloxy)-3-methylphenyl)amino)pyrrolo[2,1-f][1,2,4]triazin-5-yl)piperidin-1-yl)-4-(piperidin-1-yl)but-2-en-1-one N=1C=NN2C1C=C(C=C2)OC2=C(C=C(C=C2)NC2=NC=NN1C2=C(C=C1)C1CCN(CC1)C(\C=C\CN1CCCCC1)=O)C